N-(adamantan-1-yl)-2-((6-ethoxy-2-oxo-1,2-dihydropyrimidin-4-yl)oxy)acetamide C12(CC3CC(CC(C1)C3)C2)NC(COC2=NC(NC(=C2)OCC)=O)=O